(-)-eugenol oxide C=1(C(O)=CC=C(CC2CO2)C1)OC